5H-pyrazolo[4,3-d]pyrimidine-5,7(6H)-dione N=1N=CC2=NC(NC(C21)=O)=O